CN1C(C(=C(C2=CC=CC=C12)N1CCC(CC1)C=1C=CC2=C(CC(O2)C)C1)C(=O)N)=O 1-Methyl-4-{4-[2-methyl-2,3-dihydro-1-benzofuran-5-yl]piperidin-1-yl}-2-oxo-1,2-dihydroquinoline-3-carboxamide